2-Methoxy-6-(4-methoxyphenyl)-1H-phenalen-1-one COC=1C(C=2C=CC=C3C(=CC=C(C1)C23)C2=CC=C(C=C2)OC)=O